ClC=1C=C2C(=NC(=NC2=C(C1C1=C2C(=NNC2=CC=C1C)C)F)N1CC(C1)NC)N1C[C@H](N(C[C@@H]1C)C(C=C)=O)C 1-((2R,5S)-4-((S)-6-chloro-7-(3,5-dimethyl-1H-indazol-4-yl)-8-fluoro-2-(3-(methylamino)azetidin-1-yl)quinazolin-4-yl)-2,5-dimethylpiperazin-1-yl)prop-2-en-1-one